C(C)(C)(C)OC(=O)N1C(C(C1)CO)CC=C allyl-3-(hydroxymethyl)azetidine-1-carboxylic acid tert-butyl ester